S1(CCCCC1)(=O)=O tetrahydro-2H-thiopyran-1,1-dioxide